C(C1=CC=CC=C1)OCCCCCCC(CCCCCCOCC1=CC=CC=C1)O 1,13-bis(benzyloxy)-7-tridecanol